NC1=NC(=C(C=2N1N=C(N2)C(C2=CC=CC=C2)NCCO)C2=CC=NC=C2)C=2C=C(C#N)C=CC2 3-(5-amino-2-((2-hydroxyethylamino)(phenyl)methyl)-8-(pyridin-4-yl)-[1,2,4]triazolo[1,5-c]pyrimidin-7-yl)benzonitrile